CN(C1C[C@@H]2[C@@H](OC(O2)(CCCCCCCC\C=C/C\C=C/CCCCC)CCCCCCCC\C=C/C\C=C/CCCCC)C1)C (3aR,5s,6aS)-N,N-dimethyl-2,2-di((9Z,12Z)-octadeca-9,12-dienyl)tetrahydro-3aH-cyclopenta[d][1,3]dioxol-5-amine